1,2,3,5-tetrahydro-4H-cyclopenta[c]quinolin-4-one C1CCC=2C(NC=3C=CC=CC3C21)=O